BrC1=C(C=C(C=C1)Br)C 1,4-dibromo-methylbenzene